((2R,3S,5R)-3-acetoxy-5-(4-amino-2-chloro-7H-pyrrolo[2,3-d]pyrimidin-7-yl)-2-ethynyltetrahydrofuran-2-yl)methyl decanoate C(CCCCCCCCC)(=O)OC[C@]1(O[C@H](C[C@@H]1OC(C)=O)N1C=CC2=C1N=C(N=C2N)Cl)C#C